Methacryloxymethyl-trimethoxysilan C(C(=C)C)(=O)OC[Si](OC)(OC)OC